(Z)-N-((5-(difluoromethyl)-1-methyl-1H-pyrazole-3-carbonyl)oxy)-1-(2-fluoro-6-methylphenyl)cyclopropane-1-carboximidamide FC(C1=CC(=NN1C)C(=O)ON\C(=N/[H])\C1(CC1)C1=C(C=CC=C1C)F)F